C1C(C(=C(C2=C(C(=C(C(=C12)[2H])[2H])[2H])[2H])[2H])[2H])([2H])B(O)O (2-naphthalenyl-2,3,4,5,6,7,8-d7)-boronic acid